ClC(C1=NC(=NO1)C1=CC(=C(C=C1)P(NC1=C(C=C(C=C1)Cl)Cl)(=O)C)F)(F)F P-(4-(5-(chlorodifluoromethyl)-1,2,4-oxadiazol-3-yl)-2-fluorophenyl)-N-(2,4-dichlorophenyl)-P-methylphosphinic amide